C(C)(C)(C)N(C(O)=O)C=1C=NC(=C(C1)NC(=O)C=1C=NN2C1SC(=C2)C=2C=NN(C2)C)C.C(C)(C)(C)C2=C(C(=C(C=C2)C(C)(C)C)C(C)C)C(C)C 1,4-di-tert-butyl-diisopropyl-benzene tert-butyl-(6-methyl-5-(2-(1-methyl-1H-pyrazol-4-yl)pyrazolo[5,1-b]thiazole-7-carboxamido)pyridin-3-yl)carbamate